(thiazol-5-yl)ethanone S1C=NC=C1C(C)=O